ClC1=CC(=C(C=C1)[C@@]1(OC2=C(O1)C=CC=C2C2CCN(CC2)CC2=NC=C(C=C2CC(=O)N(C)C)C2=NN=C(N2)C(F)(F)F)C)F (S)-2-(2-((4-(2-(4-chloro-2-fluorophenyl)-2-methylbenzo[d][1,3]dioxol-4-yl)piperidin-1-yl)methyl)-5-(5-(trifluoromethyl)-4H-1,2,4-triazol-3-yl)pyridin-3-yl)-N,N-dimethylacetamide